(S)-4-(7-(4-(3-Phenyl-5H-imidazo[1,2-c]pyrido[3,4-e][1,3]oxazin-2-yl)benzyl)-2,7-diazaspiro[4.4]nonan-2-yl)pyrimidine-2-carbonitrile C1(=CC=CC=C1)C1=C(N=C2N1COC1=C2C=NC=C1)C1=CC=C(CN2C[C@@]3(CCN(C3)C3=NC(=NC=C3)C#N)CC2)C=C1